hexahydro-1H-furo[3,2-b]furan O1C2C(CC1)OCC2